COC1=CC=C(C=C1)S(=O)(=O)N(C1CCNCC1)C 4-methoxy-N-methyl-N-(piperidin-4-yl)benzenesulfonamide